8-[(2S,5R)-4-[1-(5-methoxypyridin-2-yl)ethyl]-2,5-dimethylpiperazin-1-yl]-5-methyl-6-oxo-5,6-dihydro-1,5-naphthyridine-2-carbonitrile COC=1C=CC(=NC1)C(C)N1C[C@@H](N(C[C@H]1C)C1=CC(N(C=2C=CC(=NC12)C#N)C)=O)C